N-((1,2,3,5,6,7-hexahydro-s-indacen-4-yl)carbamoyl)-5-methylfuran-2-sulfonamide C1CCC2=C(C=3CCCC3C=C12)NC(=O)NS(=O)(=O)C=1OC(=CC1)C